7-(2-(bicyclo[2.2.1]hept-5-en-2-yl)ethoxy)-2H-benzopyran-2-one C12C(CC(C=C1)C2)CCOC2=CC1=C(C=CC(O1)=O)C=C2